Cl.NCCC=1C=C(C(=CC1)O)O 4-(2-aminoethyl)benzene-1,2-diol hydrochloride